C(C1=CC=CC=C1)OC=1C(=CC(=C(C1)NC(OCC=C)=O)C(=O)N1CC2=CC=CC=C2C[C@H]1CO)OC allyl (S)-(5-(benzyloxy)-2-(3-(hydroxymethyl)-1,2,3,4-tetrahydro-isoquinoline-2-carbonyl)-4-methoxyphenyl)carbamate